ClC1=NC(=CC=C1OC)C(F)(F)F 2-chloro-3-methoxy-6-(trifluoromethyl)pyridine